C12(CC3CC(CC(C1)C3)C2)C2=CC(=CC=3C(C1=CC=CC=C1C23)(C2=CC=CC=C2)C2=CC=CC=C2)N 4-(adamantan-1-yl)-N-(9,9-diphenylfluoren-2-yl)amine